C1=C(C=CC2=CC3=CC(=CC=C3C=C12)C=O)C=O anthracene-2,6-dicarbaldehyde